3-(difluoromethyl)-5,8,8-trimethyl-5-(o-tolyl)-6-oxo-9,10-dihydro-7H-benzo[b][1,8]naphthyridine-4-carbonitrile FC(C1=C(C=2C(C3=C(NC2N=C1)CC(CC3=O)(C)C)(C3=C(C=CC=C3)C)C)C#N)F